[5-[5-[6-[(3S)-1-(3-fluoropropyl)pyrrolidin-3-yl]oxy-3-pyridyl]-2-hydroxy-8,9-dihydro-7H-benzo[7]annulen-6-yl]-2,2-dimethyl-indolin-1-yl]ethanone FCCCN1C[C@H](CC1)OC1=CC=C(C=N1)C1=C(CCCC2=C1C=CC(=C2)O)C=2C=C1CC(N(C1=CC2)C(C)=O)(C)C